C(C)(C)(C)N1CCN(CC1)CC1=C(C(=O)NC2=CC(=CC(=C2)C(F)(F)F)N2C=NC(=C2)C)C=CC=C1 ((4-(tert-butyl)piperazin-1-yl)methyl)-N-(3-(4-methyl-1H-imidazol-1-yl)-5-(trifluoromethyl)phenyl)benzamide